CCC(C(CCCCC)O)O nonane-3,4-diol